methyl 4-amino-1-[(2R)-6-amino-2-[[2-[[(2R)-2-[[(2R)-2-amino-3-phenyl-propanoyl]amino]-3-phenyl-propanoyl]amino]-5,5,5-trifluoro-pentanoyl]amino]hexanoyl]piperidine-4-carboxylate NC1(CCN(CC1)C([C@@H](CCCCN)NC(C(CCC(F)(F)F)NC([C@@H](CC1=CC=CC=C1)NC([C@@H](CC1=CC=CC=C1)N)=O)=O)=O)=O)C(=O)OC